Br.NC1=NC(=NC=C1O)C amino-2-methylpyrimidin-5-ol hydrobromide